[1,2,3]oxathiazolo[3,4-a]pyrazine 1-oxide S1(OC=C2N1C=CN=C2)=O